C(C1=CC=CC=C1)OC(=O)NC(SC)=NC(=O)OCC1=CC=CC=C1 1,3-bis(benzyloxycarbonyl)-2-methyl-2-thiopseudourea